CC1=NC(=CC(=N1)N[C@@H](C)C=1C=CC=NC1)C=1C=CC2=C(C(=CO2)C)C1 5-[(1S)-1-{[2-methyl-6-(3-methyl-1-benzofuran-5-yl)pyrimidin-4-yl]amino}ethyl]pyridin